FC(C1=CC=C(C=C1)C=1C=2N(C=C(N1)C#N)C=NN2)(F)F 8-(4-(trifluoromethyl)phenyl)-[1,2,4]triazolo[4,3-a]pyrazine-6-carbonitrile